tert-butyl (2R)-4-[3-(2,6-dibenzyloxy-3-pyridyl)-1-methyl-indazol-6-yl]-2-methyl-piperazine-1-carboxylate C(C1=CC=CC=C1)OC1=NC(=CC=C1C1=NN(C2=CC(=CC=C12)N1C[C@H](N(CC1)C(=O)OC(C)(C)C)C)C)OCC1=CC=CC=C1